C(C)S(=O)(=O)N1CC(N(CC1)C1=CC(=CC(N1)=O)C1=CC(=NC=C1)NC1=NC(=NC=C1)C)C(F)(F)F 6-[4-Ethylsulfonyl-2-(trifluoromethyl)piperazin-1-yl]-4-[2-[(2-methylpyrimidin-4-yl)amino]-4-pyridyl]-1H-pyridin-2-on